FC1=CC=C(C=C1)NC(=O)C1(CC1)C(=O)NC1=CC=C(C=C1)OC1=CC=NC2=CC(=CC=C12)C1=NN(N=C1)C 1-N'-(4-Fluorophenyl)-1-N-[4-[7-(2-methyltriazol-4-yl)quinolin-4-yl]oxyphenyl]cyclopropane-1,1-dicarboxamide